Cl.N1C(=NC2=C1C=CC=C2)[C@H](C2=C(C(=CC=C2)F)O)OC2CCN(CC2)C (S)-2-[(1H-benzimidazol-2-yl)(1-methylpiperidin-4-yloxy)methyl]-6-fluorophenol hydrochloride